2,8-diazaspiro[4.5]decan-1,3-dione C1(NC(CC12CCNCC2)=O)=O